NC1CC(C1)OC1=C(C(=CC=C1)OC)C1=CC(=NN1)NC=1N=CC(=NC1)C#N 5-((5-(2-((1r,3r)-3-aminocyclobutoxy)-6-methoxyphenyl)-1H-pyrazol-3-yl)amino)pyrazine-2-carbonitrile